tert-butyl 4-(6-((4-(bis(4-methoxybenzyl)amino)-2-butoxyimidazo[2,1-f][1,2,4]triazin-7-yl)(hydroxy)methyl)pyridin-3-yl)piperazine-1-carboxylate COC1=CC=C(CN(C2=NC(=NN3C2=NC=C3C(C3=CC=C(C=N3)N3CCN(CC3)C(=O)OC(C)(C)C)O)OCCCC)CC3=CC=C(C=C3)OC)C=C1